N'-(2-chloro-5-methyl-4-((3-(trifluoromethyl)phenyl)amino)phenyl)-N-ethyl-N-methylformimidamide ClC1=C(C=C(C(=C1)NC1=CC(=CC=C1)C(F)(F)F)C)N=CN(C)CC